FC1=C(C=C(C(=C1O)O)OC)C1=NC2=C(N1C1(COC1)C)C=C(C=C2)NC(C)=O N-(2-(2-fluoro-3,4-dihydroxy-5-methoxyphenyl)-1-(3-methyloxetan-3-yl)-1H-benzo[d]imidazol-6-yl)acetamide